C1=C(C=CC2=CC=CC=C12)NC=1C=CC=2C=CCCC2C1 3-(naphthalene-2-ylamino)-5H-naphthalene